{2-Methyl-4-[methyl-(4-trifluoromethyl-benzyl)-amino]-phenyl}-carbamic acid propyl ester C(CC)OC(NC1=C(C=C(C=C1)N(CC1=CC=C(C=C1)C(F)(F)F)C)C)=O